5-(tetrahydro-2,5-di-oxo-3-furyl)-naphthacene O=C1OC(CC1C1=C2C=CC=CC2=CC2=CC3=CC=CC=C3C=C12)=O